BrC1=C(C=CC=C1)NC1=NC(=NC=C1C(=O)N)NC1=C(C=C2CCN(CC2=C1)S(=O)(=O)C(C)C)OC 4-[(2-bromophenyl)amino]-2-({6-methoxy-2-[(propan-2-yl)sulfonyl]-1,2,3,4-tetrahydroisoquinolin-7-yl}amino)pyrimidine-5-carboxamide